[N-](C#N)C#N.C(=C)N1CN(C=C1)CC 1-vinyl-3-ethylimidazole dicyanamide salt